FC(CN1N=CC=2C1=NC(=CN2)N2CCC1(CC2)CCN(CC1)C1=CC(=NC=C1)C(F)(F)F)F 3-(1-(2,2-difluoroethyl)-1H-pyrazolo[3,4-b]pyrazin-6-yl)-9-(2-(trifluoromethyl)pyridin-4-yl)-3,9-diazaspiro[5.5]undecane